N-(2-t-Butoxyethyl)-4-methylbenzenesulfonamide C(C)(C)(C)OCCNS(=O)(=O)C1=CC=C(C=C1)C